(S)-N-(3-(6-(3-Methoxytetrahydrofuran-3-yl)-4-methylpyridin-2-yl)-1H-pyrazolo[4,3-c]pyridine-6-yl)acetamide CO[C@]1(COCC1)C1=CC(=CC(=N1)C1=NNC2=C1C=NC(=C2)NC(C)=O)C